benzyl 1-(2-chloro-5-(3-methoxypropyl)pyridin-3-yl)piperidine-4-carboxylate ClC1=NC=C(C=C1N1CCC(CC1)C(=O)OCC1=CC=CC=C1)CCCOC